C(C1=CC=CC=C1)(C1=CC=CC=C1)NNC(C1=CC=CC=C1)C1=CC=CC=C1 N,N'-bis(benzhydryl)hydrazine